C(C(=O)NCC(F)(F)F)Cl 2-chloro-N-(2,2,2-trifluoroethyl)acetamide